CN(CCCO)C 3-Dimethylaminopropan-1-ol